12H-benzo[4,5]thieno[2,3-a]carbazole-1,2,3,4,5,6,7,8,9,10-d10 C1(=C(C(=C(C=2C3=C(C(=C4C(=C3NC12)SC1=C4C(=C(C(=C1[2H])[2H])[2H])[2H])[2H])[2H])[2H])[2H])[2H])[2H]